(S)-N-hydroxy-2,2-dimethyl-3-oxo-4-(1-phenylethyl)-3,4-dihydro-2H-benzo[b][1,4]oxazine-6-carboxamide ONC(=O)C1=CC2=C(OC(C(N2[C@@H](C)C2=CC=CC=C2)=O)(C)C)C=C1